2-(1H-1,2,4-triazol-1-yl)ethan-1-one N1(N=CN=C1)CC=O